methyl 2-bromo-4-[1-methyl-4-(trifluoromethyl)imidazol-2-yl]benzoate BrC1=C(C(=O)OC)C=CC(=C1)C=1N(C=C(N1)C(F)(F)F)C